C(C)(C)(C)C=1C=CC(=C(C1)S(=O)(=O)N)OC 5-tert-butyl-2-methoxy-benzenesulfonamide